N(=[N+]=[N-])CCCCCCC(CN(C(=O)C1=C(C=C(C=C1)OC)N1CCC(CC1)COC1=NC=CC(=C1)[C@H](CC(=O)OCC)C1CC1)C1=NC(=CC=C1)C)(C)C (R)-ethyl 3-(2-((1-(2-((8-azido-2,2-dimethyloctyl) (6-methylpyridin-2-yl) carbamoyl)-5-methoxyphenyl) piperidin-4-yl) methoxy) pyridin-4-yl)-3-cyclopropylpropanoate